C(#N)C=1C=CC=2N(C(N=C(C2N1)N1C[C@H](N(C[C@@H]1C)C(CNC(C)=O)C1=CC=C(C=C1)C(F)(F)F)CC)=O)C N-(2-((2R,5S)-4-(6-cyano-1-methyl-2-oxo-1,2-dihydropyrido[3,2-d]pyrimidin-4-yl)-2-ethyl-5-methylpiperazin-1-yl)-2-(4-(trifluoromethyl)phenyl)ethyl)acetamide